(S or R)-3-(4-((R)-3-(5-amino-7,9-difluoro-[1,2,4]triazolo[1,5-c]quinazolin-2-yl)piperidin-1-yl)-1H-pyrazol-1-yl)-3-methylbutan-2-ol NC1=NC=2C(=CC(=CC2C=2N1N=C(N2)[C@H]2CN(CCC2)C=2C=NN(C2)C([C@H](C)O)(C)C)F)F |o1:26|